n-Butyl bis(2,4-dichlorophenyl) phosphate P(=O)(OCCCC)(OC1=C(C=C(C=C1)Cl)Cl)OC1=C(C=C(C=C1)Cl)Cl